cerium compound with hydrochloric acid Cl.[Ce]